tert-butyl ((1-(2-(2-((2-(2,6-dioxopiperidin-3-yl)-1,3-dioxoisoindolin-4-yl)amino) ethoxy)ethyl)pyrrolidin-2-yl)methyl)carbamate O=C1NC(CCC1N1C(C2=CC=CC(=C2C1=O)NCCOCCN1C(CCC1)CNC(OC(C)(C)C)=O)=O)=O